FC(C(=O)O)(F)F.FC(C(=O)O)(F)F.N1CC(CCC1)NC1=NN=C(C=2N1N=CC2)C2=C(C=C(C=C2)C(F)(F)F)O 2-(7-(piperidin-3-ylamino)pyrazolo[1,5-d][1,2,4]triazin-4-yl)-5-(trifluoromethyl)phenol bistrifluoroacetic acid salt